tert-butyl ((2-chloro-[1,1'-biphenyl]-4-yl)methyl)(3-((3-((6-cyano-1-(tetrahydro-2H-pyran-2-yl)-1H-indazol-4-yl)amino)propyl)amino)-3-oxopropyl)carbamate ClC1=C(C=CC(=C1)CN(C(OC(C)(C)C)=O)CCC(=O)NCCCNC1=C2C=NN(C2=CC(=C1)C#N)C1OCCCC1)C1=CC=CC=C1